1-Oxo-8-aza-spiro[4.5]dec-2-ene-8-carboxylic acid tert-butyl ester C(C)(C)(C)OC(=O)N1CCC2(CC=CC2=O)CC1